tert.-butyl 3,5,5-trimethylhexanoate CC(CC(=O)OC(C)(C)C)CC(C)(C)C